Cl[Si]1(CC[Si](CC1)(CCCC)Cl)Cl 1,1,4-trichloro-4-butyl-1,4-disilacyclohexane